6-(3-methylisoxazol-5-yl)-4-morpholino-2-[3-(m-tolyl)pyrazol-1-yl]furo[3,2-d]pyrimidine CC1=NOC(=C1)C1=CC=2N=C(N=C(C2O1)N1CCOCC1)N1N=C(C=C1)C=1C=C(C=CC1)C